O=C1NC(CCC1N1C(N(C2=C1C=CC=C2C#CCOCCCN(C(OC(C)(C)C)=O)C)C)=O)=O tert-butyl N-[3-[3-[1-(2,6-dioxo-3-piperidyl)-3-methyl-2-oxo-benzimidazol-4-yl] prop-2-ynoxy]propyl]-N-methyl-carbamate